C(C)C1[C@@H](CN2C(CC[C@H]12)=O)F ethyl-(2S,7aR)-2-fluoro-5-oxotetrahydro-1H-pyrrolizine